Cl.N1CC(C1)N1CC2(C1)CCC(CC2)N2CCC(CC2)N2N=C(C=1C2=NC=NC1N)C1=CC=C(C=C1)OC1=CC=CC=C1 1-(1-(2-(azetidin-3-yl)-2-azaspiro[3.5]non-7-yl)piperidin-4-yl)-3-(4-phenoxyphenyl)-1H-pyrazolo[3,4-d]pyrimidin-4-amine hydrochloride